2-(N-((dimethylamino)methylene)sulfamoyl)benzoic acid methyl ester COC(C1=C(C=CC=C1)S(N=CN(C)C)(=O)=O)=O